CC1=CC=C(C=C1)S(=O)(=O)[O-].C(C)OP(=O)(OCC)CNC(S)=[NH2+] ((diethoxyphosphoryl)methyl)isothiouronium 4-methylbenzenesulfonate